C(CCCC)OC(N)=O carbamic acid pentyl ester